CN1CCN(C(C2=C1N=CC=C2)=O)CC2=C(C=C(C=C2)O[C@@H](CCNC)C=2SC=CC2)C (S)-1-methyl-4-(2-methyl-4-(3-(methylamino)-1-(thiophen-2-yl)propoxy)benzyl)-1,2,3,4-tetrahydro-5H-pyrido[2,3-e][1,4]diazepin-5-one